Methyl 2-(4-(6-((4-cyano-2-fluorobenzyl) oxy)-4-(phenylethynyl) pyridin-2-yl)-2-fluorobenzyl)-1-(2-methoxyethyl)-1H-benzo[d]imidazole-6-carboxylate C(#N)C1=CC(=C(COC2=CC(=CC(=N2)C2=CC(=C(CC3=NC4=C(N3CCOC)C=C(C=C4)C(=O)OC)C=C2)F)C#CC2=CC=CC=C2)C=C1)F